4-methyl-2-oxo-N-(phenyl(4-(2,2,2-trifluoroethyl)phenyl)methyl)-6-(trifluoromethyl)-1,2-dihydropyridine-3-carboxamide CC1=C(C(NC(=C1)C(F)(F)F)=O)C(=O)NC(C1=CC=C(C=C1)CC(F)(F)F)C1=CC=CC=C1